(S)-4-(4-acryloyl-2-methylpiperazin-1-yl)-7-(2-chlorophenyl)-6-fluoro-1-(2-isopropyl-4-(methylsulfonyl)pyridin-3-yl)pyridino[2,3-d]pyrimidin-2(1H)-one C(C=C)(=O)N1C[C@@H](N(CC1)C=1C2=C(N(C(N1)=O)C=1C(=NC=CC1S(=O)(=O)C)C(C)C)N=C(C(=C2)F)C2=C(C=CC=C2)Cl)C